5-IODO-7-(PYRIDIN-3-YL)-7H-PYRROLO[2,3-D]PYRIMIDIN-4-AMINE Ammonium hydroxide [OH-].[NH4+].IC1=CN(C=2N=CN=C(C21)N)C=2C=NC=CC2